((3-(2-cyano-4-(pyridin-2-yloxy)phenyl)-1,2,4-oxadiazol-5-yl)methyl)acrylic acid C(#N)C1=C(C=CC(=C1)OC1=NC=CC=C1)C1=NOC(=N1)CC(C(=O)O)=C